(S)-4-(2-Fluorenylmethoxycarbonylamino-3-(4-(4-(tetrahydro-2H-pyran-4-yl)-2-oxopiperazin-1-yl)phenyl)propanamido)-1-tert-butoxycarbonyl-indole C1(=CC=CC=2C3=CC=CC=C3CC12)COC(=O)N[C@H](C(=O)NC1=C2C=CN(C2=CC=C1)C(=O)OC(C)(C)C)CC1=CC=C(C=C1)N1C(CN(CC1)C1CCOCC1)=O